C1(=C(C(=C(C2=NC3=CC=CC=C3N=C12)N)N)N)N phenazinetetramine